(4-{3-[5-Fluoro-6-(2-methoxyethoxy)-1H-indazol-3-yl]-isoxazol-5-yl}-phenyl)-(4-methylpiperazin-1-yl)-methanon FC=1C=C2C(=NNC2=CC1OCCOC)C1=NOC(=C1)C1=CC=C(C=C1)C(=O)N1CCN(CC1)C